C1(=CC(=CC=C1)N1C(NC2=C(SC=3N=CC=C1C32)C(=O)N[C@H]3[C@H](CCCC3)N)=O)C3=CC=CC=C3 5-([1,1'-Biphenyl]-3-yl)-N-((1R,2S)-2-aminocyclohexyl)-4-oxo-4,5-dihydro-3H-1-thia-3,5,8-triazaacenaphthylene-2-carboxamide